dihydro-3-(hexadecenyl)furan-2,5-dione C(=CCCCCCCCCCCCCCC)C1C(OC(C1)=O)=O